IC=1C=NN(C1)CC1(CCCCCCC1)CCCOC C4-iodo-1-[[1-(3-methoxypropyl)cyclooctyl]methyl]-1H-pyrazole